FC1=C(C=C(C=C1)F)C1=CC=C(N=N1)NCC1=C2CCN(CC2=CC=C1)CC1CCOCC1 6-(2,5-difluorophenyl)-N-((2-((tetrahydro-2H-pyran-4-yl)methyl)-1,2,3,4-tetrahydroisoquinolin-5-yl)methyl)pyridazin-3-amine